5H-dibenzo[b,f]azepine-2-carbonitrile C1=C(C=CC=2NC3=C(C=CC21)C=CC=C3)C#N